C(C=C)(=O)C1N(CCCC1)C acryloylmethylpiperidine